CC([C@@H](C(=O)N1[C@@H](C[C@H](C1)O)C(=O)N[C@@H](C)C1=CC=C(C=C1)C1=C(N=CS1)C)NC(COCC1(CCNCC1)C)=O)(C)C (2S,4R)-1-[(2S)-3,3-dimethyl-2-[[2-[(4-methyl-4-piperidyl)methoxy]acetyl]amino]butanoyl]-4-hydroxy-N-[(1S)-1-[4-(4-methylthiazol-5-yl)phenyl]ethyl]pyrrolidine-2-carboxamide